CC1=NC(=CC(=C1)C=1C=C(C=CC1)C=1N=C(SC1)NC(CNC(OC(C)(C)C)=O)=O)C tert-butyl (2-((4-(3-(2,6-dimethylpyridin-4-yl)phenyl)thiazol-2-yl)amino)-2-oxo ethyl)carbamate